(R or S)-1,1,1,3,3,3-hexa-fluoro-2-(3-(2-(5-fluorothiophen-2-yl)ethyl)-1-(2-(6-methylpyridin-3-yl)propan-2-yl)pyrrolidin-3-yl)propan-2-yl carbamate C(N)(OC(C(F)(F)F)(C(F)(F)F)[C@]1(CN(CC1)C(C)(C)C=1C=NC(=CC1)C)CCC=1SC(=CC1)F)=O |o1:12|